C[C@H]1N([C@H](CN(C1)C1=CC=CC=2N(N=NC21)C)C)C(=O)OC(C)(C)C tert-butyl (2R,6S)-2,6-dimethyl-4-(1-methylbenzotriazol-4-yl)piperazine-1-carboxylate